C(CCCCCCC\C=C/CCCCCCCC)NCCCN (Z)-N-9-Octadecenyl-1,3-propandiamin